N1=CC=CC2=C(C=CC=C12)C1=NSC(=C1C(F)(F)F)C(=O)OCC ethyl 3-(quinolin-5-yl)-4-(trifluoromethyl)isothiazole-5-carboxylate